N-isopropyl-2-(methylsulfinyl)pyrido[3,4-d]pyrimidin-8-amine C(C)(C)NC1=NC=CC2=C1N=C(N=C2)S(=O)C